oxathiaine O1SC=CC=C1